BrC1=CC=C(C=C1)N1N=CC(=N1)C 2-(4-bromophenyl)-4-methyl-2H-1,2,3-triazole